C1(=CC=CC=C1)N1CN(CC1)C1=CC=CC=C1 1,3-diphenylimidazolidine